4-((2-(4-benzylpiperazin-1-yl)benzyl)sulfonyl)-N,N-dimethylbenzenesulfonamide C(C1=CC=CC=C1)N1CCN(CC1)C1=C(CS(=O)(=O)C2=CC=C(C=C2)S(=O)(=O)N(C)C)C=CC=C1